tert-Butyl (4-((2-((8-carbamoylbenzo[c][2,6]naphthyridin-5-yl)amino)ethyl)amino)-4-oxobutyl)((2-chloro-[1,1'-biphenyl]-4-yl)methyl)carbamate C(N)(=O)C=1C=CC2=C(N=C(C3=CC=NC=C23)NCCNC(CCCN(C(OC(C)(C)C)=O)CC2=CC(=C(C=C2)C2=CC=CC=C2)Cl)=O)C1